C(C)N(C(OCC1=CC=CC=C1)=O)C1=CC(=CC=C1)C=1N=C(SC1)NC(=O)C=1N(C=CC1)CC1=CC(=NC=C1)F benzyl ethyl(3-(2-(1-((2-fluoropyridin-4-yl)methyl)-1H-pyrrole-2-carboxamido)thiazol-4-yl)phenyl)carbamate